methyl 6-hydroxy-5-methoxynicotinate OC1=NC=C(C(=O)OC)C=C1OC